vinyl trimethylsilyl silicate [Si](OC=C)(O[Si](C)(C)C)([O-])[O-]